N[C@@H](C(C)(C)S)C(=O)O penicillamin